2,5-dimethyl-4,5-dihydropyrido[3,2-e][1,2,4]triazolo[1,5-a]pyrazin-6-amine CC1=NN2C(CN(C3=C2N=CC=C3N)C)=N1